ClC(OC1=CC=C(C=C1)NC(=O)C1=CN(C(C=C1)=O)C=1C=C2N=CC=NC2=CC1)(F)F N-[4-(Chlorodifluoro-methoxy)phenyl]-6-oxo-1-(quinoxalin-6-yl)-1,6-dihydropyridine-3-carboxamide